C(C1=CC=CC=C1)OC1=NSC=C1C1=CC=CC2=CC=CC=C12 3-benzyloxy-4-(1-naphthyl)-isothiazole